C12OCC(N(C1)C(C)C1=CC=C3C(=NC=NN31)NCC3=CC=CC=C3)C2 7-(1-(2-oxa-5-azabicyclo[2.2.1]heptan-5-yl)ethyl)-4-(benzylamino)pyrrolo[2,1-f][1,2,4]triazin